Cl.CSC=1NCCN1 2-methylsulfanyl-2-imidazoline hydrochloride